6-(4-(((3r,4r)-4-hydroxy-3-(4-methyl-1-oxo-1,3-dihydroisobenzofuran-5-yl)piperidin-1-yl)methyl)-2H-1,2,3-triazol-2-yl)-4-methoxypyridine-3-carbonitrile O[C@H]1[C@@H](CN(CC1)CC1=NN(N=C1)C1=CC(=C(C=N1)C#N)OC)C=1C(=C2COC(C2=CC1)=O)C